(S)-2-(4-(1-ethylcyclopropyl)phenyl)-5-phenyl-2,5,6,7-tetrahydro-3H-pyrrolo[2,1-c][1,2,4]triazol-3-one C(C)C1(CC1)C1=CC=C(C=C1)N1N=C2N(C1=O)[C@@H](CC2)C2=CC=CC=C2